NC1=NC=2C=C(C=CC2C2=C1N=C(S2)CCCC)C(=O)OC 4-amino-2-butyl-7-methoxycarbonylthiazolo[4,5-c]quinoline